CC1=C(C=C(C=C1O)CCCCCCC\C=C/C\C=C/CC=C)O (Z,Z)-2-Methyl-5-(8,11,14-pentadecatrienyl)-1,3-benzenediol